C[Si](OC(C)(C)C1=NC=CC(=C1)N)(C)C 2-(2-((trimethylsilyl)oxy)propan-2-yl)pyridin-4-amine